2-cyano-2,3-di-n-butylbutanedioic acid diethyl ester C(C)OC(C(C(C(=O)OCC)CCCC)(CCCC)C#N)=O